C1[C@@H]2C=C[C@H]1[C@H]([C@@H]2P(C3=CC=CC=C3)C4=CC=CC=C4)P(C5=CC=CC=C5)C6=CC=CC=C6 (2R,3R)-(-)-2,3-bis(diphenylphosphino)-bicyclo[2.2.1]hept-5-ene